CC(=O)O[C@H]1CC[C@@]2([C@H]3CC[C@@]4([C@H](CC[C@@]4([C@@H]3CC[C@@]2(C1)O)O)C5=CC(=O)OC5)C)C=O The molecule is an acetate ester that is strophanidin acetylated at the 3beta-hydroxy group. It has a role as an anti-arrhythmia drug. It derives from a strophanthidin.